CCN[C@H]1CN(S(=O)(=O)C2=C1C=C(S2)S(=O)(=O)N)CCCOC (4R)-4-(ethylamino)-2-(3-methoxypropyl)-1,1-dioxo-3,4-dihydrothieno[3,2-e]thiazine-6-sulfonamide